Tert-butyl 5-((tert-butoxycarbonyl) (2-(3-(3-ethoxy-3-oxoprop-1-en-1-yl) phenyl)-5-methylpyrimidin-4-yl) amino)-1H-indazole-1-carboxylate C(C)(C)(C)OC(=O)N(C=1C=C2C=NN(C2=CC1)C(=O)OC(C)(C)C)C1=NC(=NC=C1C)C1=CC(=CC=C1)C=CC(=O)OCC